CC1=C(C=C(C=C1)N1C(C=CC2=CN=C3C(=C12)C=C(C=C3)C=3C=NC(=CC3)C(F)(F)F)=O)[N+](=O)[O-] 1-(4-Methyl-3-nitrophenyl)-9-(6-(trifluoromethyl)pyridin-3-yl)benzo[h][1,6]naphthyridin-2(1H)-one